ClC1=NN2C(C(=N1)Cl)=NC=C2 2,4-dichloro-imidazo[2,1-f][1,2,4]triazine